[(Z)-(S)-16-(2-Trimethylsilanyl-ethoxymethyl)-16,18-diaza-tricyclo[13.2.1.02,7]octadeca-1(17),2,4,6,11,15(18)-hexaen-14-yl]-carbamic acid tert-butyl ester C(C)(C)(C)OC(N[C@H]1C\C=C/CCCC2=CC=CC=C2C2=CN(C1=N2)COCC[Si](C)(C)C)=O